p-methylphenyl-β-ethoxycarbonyl sulfide CC1=CC=C(C=C1)C(C)OC(=O)SC(=O)OC(C)C1=CC=C(C=C1)C